FC=1C=C(C=CC1F)C1C(C1)NC=1C2=C(N=C(N1)SCCC(F)(F)F)N(N=N2)C2C(C(C(C2)OCCO)O)O 3-[7-[[2-(3,4-Difluorophenyl)cyclopropyl]amino]-5-[(3,3,3-trifluoropropyl)thio]-3H-1,2,3-triazolo[4,5-d]pyrimidin-3-yl]-5-(2-hydroxyethoxy)-cyclopentane-1,2-diol